[4,10-bis({[1-(benzyloxy)-6-oxopyridin-2-yl]methyl})-7-{[bis(tert-butoxy)phosphoryl]methyl}-1,4,7,10-tetraazacyclododecan-1-yl]methylphosphonic acid di-tert-butyl ester C(C)(C)(C)OP(OC(C)(C)C)(=O)CN1CCN(CCN(CCN(CC1)CC=1N(C(C=CC1)=O)OCC1=CC=CC=C1)CP(=O)(OC(C)(C)C)OC(C)(C)C)CC=1N(C(C=CC1)=O)OCC1=CC=CC=C1